C1(CC1)C(=O)NC1=CC(=C(N=N1)C(=O)NC([2H])([2H])[2H])NC=1C=NN2C1C(=C(C=C2)[C@@H](C(F)(F)F)O)OC (S)-6-(cyclopropanecarboxamido)-4-((4-methoxy-5-(2,2,2-trifluoro-1-hydroxyethyl)pyrazolo[1,5-a]pyridin-3-yl)amino)-N-(methyl-d3)pyridazine-3-carboxamide